(5-chloro-1-(4-methoxybenzyl)-1H-indol-3-yl)(4-(pyrimidin-2-yl)piperazin-1-yl)methanone ClC=1C=C2C(=CN(C2=CC1)CC1=CC=C(C=C1)OC)C(=O)N1CCN(CC1)C1=NC=CC=N1